C1=2C3=CC=CC=C3C(C3=CC=C4C5=CC=CC=C5C(C(C=C1)=C4C23)=O)=O hexacyclo[10.10.2.02,7.09,23.013,18.020,24]tetracosa-1(23),2,4,6,9,11,13,15,17,20(24),21-undecaene-8,19-dione